N[C@H]1C[C@H](N(C1)C1=C(C=C(C=C1)F)C=1C(=NC(=NC1)C1=C(C=CC=C1OC)F)C(=O)N)CO (2-((2S,4S)-4-amino-2-(hydroxymethyl)pyrrolidin-1-yl)-5-fluorophenyl)-2-(2-fluoro-6-methoxyphenyl)pyrimidine-4-carboxamide